1-[2-(1-piperidyl)-4-pyridyl]-N-[[2-(1-piperidyl)-4-pyridyl]methyl]methanamin N1(CCCCC1)C1=NC=CC(=C1)CNCC1=CC(=NC=C1)N1CCCCC1